1-[1-(trifluoromethyl)cyclopropyl]Prop-2-en-1-ol FC(C1(CC1)C(C=C)O)(F)F